C1(CC1)N1C(C2=CC(=CC(=C2C=C1N1CCC(CC1)(C)C)C(C)NC1=C(C(=O)O)C=CC=C1)C)=O 2-((1-(2-cyclopropyl-3-(4,4-dimethylpiperidin-1-yl)-7-methyl-1-oxo-1,2-dihydroisoquinolin-5-yl)ethyl)amino)benzoic acid